CCCCCCCCCCCCCCCCC(=O)O[C@H](COC(=O)CC/C=C\C/C=C\C/C=C\C/C=C\C/C=C\C/C=C\CC)COP(=O)([O-])OCC[N+](C)(C)C 1-(4Z,7Z,10Z,13Z,16Z,19Z-docosahexaenoyl)-2-heptadecanoyl-glycero-3-phosphocholine